ClC1=C(C=C(C=C1Cl)OC)B1OC(C(O1)(C)C)(C)C 2-(2,3-dichloro-5-methoxyphenyl)-4,4,5,5-tetramethyl-1,3,2-dioxaborolane